C(C)(C)(C)OC(=O)N1CCCC1 1-tert-Butoxycarbonylpyrrolidine